sodium oleate oleate C(CCCCCCC\C=C/CCCCCCCC)(=O)[O-].C(CCCCCCC\C=C/CCCCCCCC)(=O)O.[Na+]